C1(CC1)NC(=O)NC=1C=NN2C1N=C(C=C2)N2[C@H](C[C@@H](C2)O)C2=C(C=CC(=C2)F)F 1-cyclopropyl-3-(5-((2R,4S)-2-(2,5-difluorophenyl)-4-hydroxypyrrolidin-1-yl)pyrazolo[1,5-a]pyrimidin-3-yl)urea